N(=[N+]=[N-])CCOCCOCCOCCOCCOCCOCCOCCOCCOCCOCCOCC 35-azido-3,6,9,12,15,18,21,24,27,30,33-undecaoxapentatriacontane